C(C)(C)(C)OC(=O)N1C[C@H](CC1)OC=1C=CC=2N=CN=C(C2N1)NC1=CC(=C(C=C1)OCC(F)F)Cl.C(C(=C)C)(=O)OCCC[Si](OC)(OC)OC gamma-(methacryloxy)propyl-trimethoxysilane tert-Butyl-(3S)-3-[4-[3-chloro-4-(2,2-difluoroethoxy)anilino]pyrido[3,2-d]pyrimidin-6-yl]oxypyrrolidine-1-carboxylate